ClC1=NC(=CC(=N1)N1[C@@H](COCC1)C)CCl (R)-4-(2-chloro-6-(chloromethyl)pyrimidin-4-yl)-3-methylmorpholine